1-amino-4-(4-((5-fluoro-2-methoxybenzamido)methyl)phenyl)-2-((cis)-2-fluorocyclopropyl)-1H-imidazole-5-carboxylic acid NN1C(=NC(=C1C(=O)O)C1=CC=C(C=C1)CNC(C1=C(C=CC(=C1)F)OC)=O)[C@H]1[C@H](C1)F